4-(2-Aminoethyl)-benzyl fluoride hydrochloride Cl.NCCC1=CC=C(CF)C=C1